4-(6,7-Dichloro-10-(1H-pyrazol-4-yl)-1,2,3,4-tetrahydropyrazino[1,2-a]indole-2-carbonyl)-1-methylpiperidin-2-one ClC1=C(C=CC=2C(=C3N(C12)CCN(C3)C(=O)C3CC(N(CC3)C)=O)C=3C=NNC3)Cl